3-(3-([1,1'-biphenyl]-3-yl)acryloyl)-4-(4-fluorophenyl)oxazolidine-2-one C1(=CC(=CC=C1)C=CC(=O)N1C(OCC1C1=CC=C(C=C1)F)=O)C1=CC=CC=C1